(R)-5-(4-chloro-2-fluorophenyl)-7-(3-cyclopropylpyrrolidin-1-yl)-2,3-dimethylpyrido[4,3-d]pyrimidin-4(3H)-one ClC1=CC(=C(C=C1)C1=NC(=CC=2N=C(N(C(C21)=O)C)C)N2C[C@H](CC2)C2CC2)F